BrC1=CC(=C(C(=O)O)C=C1)C=O 4-Bromo-2-formylbenzoic acid